C(C=C)(=O)NC=1C=C2C(=NC1)NN=C2C(=O)NC2=CC=C(C=C2)N2CCN(CC2)C 5-acrylamido-N-(4-(4-methylpiperazin-1-yl)phenyl)-1H-pyrazolo[3,4-b]pyridine-3-carboxamide